(4aR,8aS)-6-[3-[2-[2-Methoxy-6-(trifluoromethyl)phenyl]ethyl]azetidine-1-carbonyl]-4,4a,5,7,8,8a-hexahydropyrido[4,3-b][1,4]oxazin-3-one COC1=C(C(=CC=C1)C(F)(F)F)CCC1CN(C1)C(=O)N1C[C@@H]2[C@@H](OCC(N2)=O)CC1